N1N=CC2=CC(=CC=C12)NC=1C2=C(N=C(N1)C1=CC=C3C=C(NC3=C1)C(=O)NC(C)C)NC=C2 6-(4-((1H-indazol-5-yl)amino)-7H-pyrrolo[2,3-d]pyrimidin-2-yl)-N-isopropyl-1H-indole-2-carboxamide